C(C)(C)(C)OC(CC1(CCN(CC1)C1=NC=C(C=C1F)NC1C(NC(CC1)=O)=O)O)=O 2-[1-[5-[(2,6-dioxo-3-piperidinyl)amino]-3-fluoro-2-pyridinyl]-4-hydroxy-4-piperidinyl]acetic acid tert-butyl ester